C1(CCCCC1)CCNC(=O)C=1C=C(C(=NC1)C)NC1=NN(C2=NC(=NC=C21)NC=2C=C(C=NC2)CC(=O)OC)C methyl 2-(5-((3-((5-((2-cyclohexylethyl)carbamoyl)-2-methylpyridin-3-yl)amino)-1-methyl-1H-pyrazolo[3,4-d]pyrimidin-6-yl)amino)pyridin-3-yl)acetate